(3-(trifluoromethyl)cyclohexyl)urea FC(C1CC(CCC1)NC(=O)N)(F)F